4-fluoro[1-(3-ethyl-3-oxetanyl-methoxy)methyl]benzene 4,4',4''-(1,3,5-triazine-2,4,6-triyltriimino)tribenzoate N1=C(N=C(N=C1NC1=CC=C(C(=O)O)C=C1)NC1=CC=C(C(=O)O)C=C1)NC1=CC=C(C(=O)O)C=C1.FC1=CC=C(C=C1)COCC1(COC1)CC